(RS)-4-Chloro-N-(4-(2-(piperidin-2-yl)ethyl)phenyl)benzamide ClC1=CC=C(C(=O)NC2=CC=C(C=C2)CC[C@@H]2NCCCC2)C=C1 |r|